hexahydrocyclopenta[c]pyrrole-5(1H)-one O-methyloxime CON=C1CC2C(CNC2)C1